potassium lauroyl methylβ-alaninate CNCCC(=O)OC(CCCCCCCCCCC)=O.[K]